FC(OC1=CC=C(OC=2C=C(C=NC2)NC(C=C)=O)C=C1)(F)F N-[5-{4-(trifluoromethoxy)phenoxy}pyridin-3-yl]acrylamide